C1(=CC=C(C=C1)N(C1=CC=C(C=C1)C1=CC=CC=C1)C1=CC=C(C=C1)Br)C1=CC=CC=C1 N-(1,1'-biphenyl-4-yl)-N-(4-bromophenyl)-[1,1'-biphenyl]-4-amine